4-chloro-N-(3-fluoro-5-(phenylethynyl)pyridin-2-yl)-1-(1-(3,3,3-trifluoropropanoyl)piperidin-4-yl)-1H-pyrazole-5-carboxamide ClC=1C=NN(C1C(=O)NC1=NC=C(C=C1F)C#CC1=CC=CC=C1)C1CCN(CC1)C(CC(F)(F)F)=O